2-((3-(4-bromophenyl)-8-methyl-1,4,8-triazaspiro[4.5]deca-1,3-dien-2-yl)thio)-N-(quinolin-3-yl)acetamide BrC1=CC=C(C=C1)C=1C(=NC2(N1)CCN(CC2)C)SCC(=O)NC=2C=NC1=CC=CC=C1C2